5-hydroxy-1,4-dimethyl-3-trifluoromethyl-1H-pyrazole OC1=C(C(=NN1C)C(F)(F)F)C